ClC1=NC(=NC=C1I)N 4-chloro-5-iodo-pyrimidin-2-amine